N-(4-(5-(6-((3,3-difluorocyclobutyl)amino)pyridin-2-yl)-1H-imidazol-2-yl)-3-(6-azaspiro[2.5]octan-6-yl)phenyl)methanesulfonamide FC1(CC(C1)NC1=CC=CC(=N1)C1=CN=C(N1)C1=C(C=C(C=C1)NS(=O)(=O)C)N1CCC2(CC2)CC1)F